5-bromo-7-fluoro-3-((1-(2-hydroxy-2-methylpropyl)-1H-pyrazol-4-yl)methylene)-2,3-dihydropyrrolo[2,1-b]quinazolin-9(1H)-one BrC1=CC(=CC=2C(N3C(=NC12)C(CC3)=CC=3C=NN(C3)CC(C)(C)O)=O)F